methylbenzopyrene CC1=C2C3=CC=CC=C3C4=CC=CC5=C4C2=C(C=C1)C=C5